3-[(1R)-1-[2-(2,1,3-Benzothiadiazol-5-yl)-3,6-dimethyl-4-oxo-chromen-8-yl]ethoxy]-6-chloro-pyridine-2-sulfonamide N=1SN=C2C1C=CC(=C2)C=2OC1=C(C=C(C=C1C(C2C)=O)C)[C@@H](C)OC=2C(=NC(=CC2)Cl)S(=O)(=O)N